hydroxy-5-methyl-[1,1'-biphenyl]-3-carboxylic acid methyl ester COC(=O)C=1C(=C(C=C(C1)C)C1=CC=CC=C1)O